Ethyl 4-ethoxy-1-(4-fluorophenyl)-5-methyl-2-oxo-1,2-dihydropyridine-3-carboxylate C(C)OC1=C(C(N(C=C1C)C1=CC=C(C=C1)F)=O)C(=O)OCC